3,5-bis((E)-3,5-dichloro-4-hydroxybenzylidene)-1-isopropylpiperidin ClC=1C=C(\C=C/2\CN(C/C(/C2)=C/C2=CC(=C(C(=C2)Cl)O)Cl)C(C)C)C=C(C1O)Cl